C1=C(C=CC2=CC=CC=C12)C=1C2=CC=CC=C2C(=C2C=CC(=CC12)C1=CC=C(C=C1)C1=NC2=C(N1C1=CC=CC=C1)C=CC=C2)C2=CC1=CC=CC=C1C=C2 2-{4-[9,10-bis(naphthalene-2-yl)-2-anthryl]phenyl}-1-phenyl-1H-benzimidazole